C1(=CC(=CC=C1)[C@@H]1N(OCC1)C1=CC(=NC=N1)NC=1C(=CC(=C(C1)NC(C=C)=O)N1CCOCC1)OC)C1=CC=CC=C1 (R)-N-(5-((6-(3-([1,1'-biphenyl]-3-yl)isoxazolidin-2-yl)pyrimidin-4-yl)amino)-4-methoxy-2-morpholinophenyl)acrylamide